C(C#C)C=C(C(=O)N)C (prop-2-yn-1-yl)methacrylamide